(S)-N-(2-(2-(2-((3,4-dimethoxybenzyl)amino)-2-oxoacetyl)pyrrolidin-1-yl)-2-oxoethyl)-6-(3-(4-(4-iodobenzoyl)piperazin-1-yl)propoxy)quinoline-4-carboxamide COC=1C=C(CNC(C(=O)[C@H]2N(CCC2)C(CNC(=O)C2=CC=NC3=CC=C(C=C23)OCCCN2CCN(CC2)C(C2=CC=C(C=C2)I)=O)=O)=O)C=CC1OC